3-(3-(3-hydroxypropyl)-2-oxo-2,3-dihydro-1H-benzo[d]imidazol-1-yl)piperidine-2,6-dione OCCCN1C(N(C2=C1C=CC=C2)C2C(NC(CC2)=O)=O)=O